CN1CC(C1)(C)[C@@](O)(C1=CC=C(C=C1)OC(F)(F)F)C1=CC(=CC=C1)SC (R)-(1,3-Dimethyl-azetidin-3-yl)-(3-methylsulfanyl-phenyl)-(4-trifluoromethoxy-phenyl)-methanol